O(C)C1C(CCCC1)CC(C#N)N 3-(2-methoxyl-cyclohexyl)-aminopropionitrile